C(C)N(CC)CC(=O)NC1=C(C=CC=C1C)C (Diethylamino)-N-(2,6-dimethylphenyl)acetamide